ClC=1N=C(C2=CN=C(C(=C2C1C)F)C1=CC(=CC2=CC=C(C(=C12)C#C)F)OCOC)N1C2CN(CC1C(C2)O)C(=O)OC(C)(C)C tert-butyl 8-[3-chloro-6-[8-ethynyl-7-fluoro-3-(methoxymethoxy)-1-naphthyl]-5-fluoro-4-methyl-2,7-naphthyridin-1-yl]-6-hydroxy-3,8-diazabicyclo[3.2.1]octane-3-carboxylate